[6-(5-chloro-1,3-benzothiazol-2-yl)spiro[3.3]heptan-2-yl]-3-(trifluoromethyl)benzamide ClC=1C=CC2=C(N=C(S2)C2CC3(CC(C3)C3=C(C(=O)N)C=CC=C3C(F)(F)F)C2)C1